(2S)-4-(4-fluorobenzyl)-N-(3-sulfanylpropyl)piperazine FC1=CC=C(CN2CCN(CC2)CCCS)C=C1